1-(3-(5-methoxy-3-(4-(trifluoromethyl)phenyl)-1H-pyrazolo[3,4-b]pyridin-1-yl)pyrrolidin-1-yl)prop-2-en-1-one COC=1C=C2C(=NC1)N(N=C2C2=CC=C(C=C2)C(F)(F)F)C2CN(CC2)C(C=C)=O